ClC1=CC2=C(NC[C@H](N(S2(=O)=O)C)C2CCCCC2)C=C1C1CCN(CC1)C(=O)OC(C)(C)C tert-butyl (R)-4-(8-chloro-3-cyclohexyl-2-methyl-1,1-dioxido-2,3,4,5-tetrahydrobenzo[f][1,2,5]thiadiazepin-7-yl)piperidine-1-carboxylate